2-isopropyl-1-pentanol C(C)(C)C(CO)CCC